(E)-4-((E)-2-ethoxybenzylidene)-2-methylhexa-2-enoic acid ethyl ester C(C)OC(\C(=C\C(\CC)=C\C1=C(C=CC=C1)OCC)\C)=O